C(C1=CC=CC=C1)NC(=O)N([C@@H]1CC[C@H](CC1)NC(OC(C)(C)C)=O)C1=NC=C(C=C1)Br tert-butyl (trans-4-((benzylcarbamoyl)(5-bromopyridin-2-yl)amino)cyclohexyl)carbamate